6-methyl-1-hexanol CCCCCCCO